I.S1C=CC2=C1CNCC2 4,5,6,7-tetrahydrothieno[2,3-C]pyridine hydroiodic acid salt